N1C(NC=C1)=O Imidazole-2(3H)-on